BrC=1C=CC2=C(N=C(O2)COC2=C(C=O)C=CC=C2OC)C1 ((5-bromobenzo[d]oxazol-2-yl)methoxy)-3-methoxybenzaldehyde